OC1=C2C(C=C(OC2=CC=C1)C1=C(C=CC=C1)O)=O 5,2'-dihydroxyflavone